3-methyl-1,2-hexadiene CC(=C=C)CCC